F[C@H]1CNCC[C@H]1SCC1=NC2=CC=CC=C2C(N1)=O ((((3S,4R)-3-fluoropiperidin-4-yl)thio)methyl)quinazolin-4(3H)-one